2-bromo-5-(6-fluoroquinazolin-4-yl)-4,5,6,7-tetrahydrothiazolo[5,4-c]pyridine BrC=1SC=2CN(CCC2N1)C1=NC=NC2=CC=C(C=C12)F